[Al].[Al](Cl)(Cl)Cl.BrC1=NC=C(N=C1)C=1C=NC=CC1 2-bromo-5-(pyridin-3-yl)pyrazine aluminum trichloride aluminum